NC1=CC=C2C(C=C(OC2=C1N)C1=CC=C(C=C1)N(C)CCOCCOCCOCCOCCOCCO)=O 7,8-diamino-2-(4-((17-hydroxy-3,6,9,12,15-pentaoxaheptadecyl)(methyl)amino)phenyl)-4H-chromen-4-one